4-fluoro-7-methyl-N-(1-(1-methylpiperidin-4-yl)-1H-pyrazol-4-yl)-1H-indole FC1=C2C=CN(C2=C(C=C1)C)C=1C=NN(C1)C1CCN(CC1)C